4-(2-octylamino)diphenylamine CCCCCCC(C)NC1=CC=C(C=C1)NC2=CC=CC=C2